N-(2-(5-ethyl-1,4-diazepan-1-yl)-5-methoxypyrimidin-4-yl)-1H-indazol-5-amine C(C)C1NCCN(CC1)C1=NC=C(C(=N1)NC=1C=C2C=NNC2=CC1)OC